phenyl ((2,6-dihydroxy-5'-methyl-4-pentyl-2'-(prop-1-en-2-yl)-[1,1'-biphenyl]-3-yl)methyl)(methyl)carbamate OC1=C(C(=CC(=C1CN(C(OC1=CC=CC=C1)=O)C)CCCCC)O)C1=C(C=CC(=C1)C)C(=C)C